N-((2R,3S)-1-(4-methylpyrimidin-2-yl)-2-((((CIS)-4-phenylcyclohexyl)oxy)methyl)pyrrolidin-3-yl)methanesulfonamide CC1=NC(=NC=C1)N1[C@H]([C@H](CC1)NS(=O)(=O)C)CO[C@@H]1CC[C@@H](CC1)C1=CC=CC=C1